FC1=C(C(=CC=C1OC)F)C1=NC=2C=CNC(C2C(=C1)NC1=NC=C(C=C1)N1CCC(CC1)O)=O 2-(2,6-difluoro-3-methoxy-phenyl)-4-[[5-(4-hydroxy-1-piperidyl)-2-pyridyl]amino]-6H-1,6-naphthyridin-5-one